(1s,3s,5R,7S)-3-ethyladamantan-1-amine hydrochloride Cl.C(C)C12CC3(C[C@@H](C[C@H](C1)C3)C2)N